3,6-dibromo-9H-fluoren-9-one BrC=1C=CC=2C(C3=CC=C(C=C3C2C1)Br)=O